2-dioctylamino-4-octyloxy-6-(3-triethoxysilylpropyl)amino-1,3,5-triazine C(CCCCCCC)N(C1=NC(=NC(=N1)OCCCCCCCC)NCCC[Si](OCC)(OCC)OCC)CCCCCCCC